FC1=C(C=C(C=C1)NC(C=C)=O)NC1=NC(=NC=C1C1=CC(=CC(=C1)OC)F)NC=1C=NN(C1)C N-(4-fluoro-3-((5-(3-fluoro-5-methoxyphenyl)-2-((1-methyl-1H-pyrazol-4-yl)amino)pyrimidin-4-yl)amino)phenyl)acrylamide